((R)-4-(4-bromo-2-fluorophenyl)-1-((S)-1-(3-carbamoyl-4-chlorophenyl)-2-((cyclopropylcarbamoyl)oxy)ethyl)-4-neopentyl-5-oxoimidazolidin-2-ylidene)carbamic acid tert-butyl ester C(C)(C)(C)OC(N=C1N(C([C@@](N1)(CC(C)(C)C)C1=C(C=C(C=C1)Br)F)=O)[C@H](COC(NC1CC1)=O)C1=CC(=C(C=C1)Cl)C(N)=O)=O